Ethyl {1-[2,6-difluoro-4-(6-isopropoxy-pyridin-2-yl)-phenyl]-pyrrolidin-3-yl}-acetate FC1=C(C(=CC(=C1)C1=NC(=CC=C1)OC(C)C)F)N1CC(CC1)CC(=O)OCC